2-(2-chloroacetyl)-N-methyl-2,3,4,9-tetrahydro-1H-pyrido[3,4-b]indole-3-carboxamide ClCC(=O)N1CC=2NC3=CC=CC=C3C2CC1C(=O)NC